OCC1(CCC1)NCCN(C(OC(C)(C)C)=O)C tert-butyl (2-((1-(hydroxymethyl)cyclobutyl)amino)ethyl)(methyl)carbamate